N-(4-(4-(azetidine-1-carbonyl)piperazin-1-yl)phenyl)-4-((8-methyl-2,3-dihydro-1H-pyrido[2,3-b][1,4]oxazin-7-yl)amino)-2-oxo-1,2-dihydropyridine-3-carboxamide N1(CCC1)C(=O)N1CCN(CC1)C1=CC=C(C=C1)NC(=O)C=1C(NC=CC1NC1=C(C2=C(OCCN2)N=C1)C)=O